tert-butyl 4-chloro-2-(5-fluoropyridin-3-yl)-5H,6H,7H,8H-pyrido[3,4-d]pyrimidine-7-carboxylate ClC=1C2=C(N=C(N1)C=1C=NC=C(C1)F)CN(CC2)C(=O)OC(C)(C)C